C1=CC=CC=2C3=CC=CC=C3C(C12)COC(=O)[C@](N)(CCCCN)C(=O)O 2-{[(9H-fluoren-9-yl)methoxy]carbonyl}-L-lysine